CC1=NC(=CC=C1NC(NC1=C(C=CC=C1)S(=O)(=O)N)=O)C1=CC=C(C=C1)C 2-(3-(2-Methyl-6-(p-tolyl)pyridin-3-yl)ureido)benzenesulfonamide